(2S)-2-amino-N-[(1S)-1-cyclohexyl-2-(4-{4-[1-(2,6-dioxopiperidin-3-yl)-3-methyl-2-oxo-1,3-benzodiazol-4-yl]butyl}piperidin-1-yl)-2-oxoethyl]pentanediamide trifluoroacetate FC(C(=O)O)(F)F.N[C@H](C(=O)N[C@H](C(=O)N1CCC(CC1)CCCCC1=CC=CC=2N(C(N(C21)C)=O)C2C(NC(CC2)=O)=O)C2CCCCC2)CCC(=O)N